6-azido-2,4-dimethyl-7,8-dihydropyrazolo[4,3-b]azepin-5(2H,4H,6H)-one N(=[N+]=[N-])C1CCC=2C(N(C1=O)C)=CN(N2)C